6-phenyl-5,6,7,8-tetrahydro-2,6-naphthyridine-3-carbonitrile C1(=CC=CC=C1)N1CC=2C=C(N=CC2CC1)C#N